2,2'-methylenediphenol C(C1=C(C=CC=C1)O)C1=C(C=CC=C1)O